C(C1=CC=CC=C1)N1C=NN(C1=O)C1=CC=C(C=C1)SC1=C(N=C(S1)NC(OC(C)(C)C)=O)C tert-butyl (5-((4-(4-benzyl-5-oxo-4,5-dihydro-1H-1,2,4-triazol-1-yl)phenyl)thio)-4-methylthiazol-2-yl)carbamate